N[C@@H](C(=O)O)\C=C(\CP(=O)(O)O)/C |r| (E)-(±)-2-Amino-4-methyl-5-phosphono-3-pentenoic acid